1-(2-(3-((6-Fluoro-4-(methylthio)-1H-indol-5-yl)oxy)phenyl)-1H-imidazol-5-yl)-1-phenylethan-1-ol FC1=C(C(=C2C=CNC2=C1)SC)OC=1C=C(C=CC1)C=1NC(=CN1)C(C)(O)C1=CC=CC=C1